4-(3-octyloxybutyl)phenol C(CCCCCCC)OC(CCC1=CC=C(C=C1)O)C